C(CCCC)C1=NC2=C(N1)C=CC=C2C(=O)N 2-pentyl-1H-benzo[d]imidazole-4-carboxamide